CN1C(N2[C@H](C1)C[C@H](C2)CS(=O)(=O)[O-])=O (6R,7aS)-2-methyl-3-oxohexahydro-1H-pyrrolo[1,2-c]imidazol-6-ylmethanesulfonate